Methyl 6-((1-(N-(1,3-dihydroxy-2-methylpropan-2-yl)sulfamoyl)cyclopropyl)methyl)-1-methyl-7-oxo-4,5,6,7-tetrahydro-1H-pyrazolo[3,4-c]pyridine-3-carboxylate OCC(CO)(C)NS(=O)(=O)C1(CC1)CN1C(C2=C(CC1)C(=NN2C)C(=O)OC)=O